Cl.NCCN1CCC(CC1)CN(C(C(F)(F)F)=O)C1C(C1)C1=CC=C(C=C1)F N-((1-(2-aminoethyl)piperidin-4-yl)methyl)-2,2,2-trifluoro-N-(2-(4-fluorophenyl)cyclopropyl)acetamide Hydrochloride